(3R,7S)-2-(4-Chloro-3-(trifluoromethyl)benzoyl)-9-(4-(difluoromethoxy)benzyl)-7-(hydroxymethyl)-3-methyl-1,2,3,4,8,9-hexahydropyrido[4',3':3,4]pyrazolo[1,5-a]pyrazin-10(7H)-one ClC1=C(C=C(C(=O)N2CC=3C(=NN4C3C(N(C[C@H]4CO)CC4=CC=C(C=C4)OC(F)F)=O)C[C@H]2C)C=C1)C(F)(F)F